(S*)-(3-amino-6-ethyl-4,5,6,7-tetrahydro-pyrazolo[3,4-c]pyridin-2-yl)(8-methyl-1,2,3,4-tetrahydroquinolin-4-yl)methanone NC=1N(N=C2CN(CCC21)CC)C(=O)[C@H]2CCNC1=C(C=CC=C21)C |o1:14|